C1(=CC=CC=C1)C1=NN=C2N1C=C(N=C2OC)OC 3-Phenyl-6,8-dimethoxy-1,2,4-triazolo-[4,3-a]pyrazine